N-Boc-(methylamino)acetaldehyde C(=O)(OC(C)(C)C)N(C)CC=O